5-CHLORO-1-ETHYL-3-PHENYL-1H-PYRAZOLE-4-CARBALDEHYDE ClC1=C(C(=NN1CC)C1=CC=CC=C1)C=O